5-(5-((1-(Dimethylglycyl)piperidin-4-yl)oxy)-3-isopropyl-1H-indol-2-yl)-1,3,4-trimethylpyridin-2(1H)-on CN(CC(=O)N1CCC(CC1)OC=1C=C2C(=C(NC2=CC1)C=1C(=C(C(N(C1)C)=O)C)C)C(C)C)C